(1R,2S,3S,4R,5S)-5-[4-chloro-3-[(4-ethoxyphenyl)methyl]phenyl]-1-[(1R)-1-hydroxyethyl]-6,8-dioxabicyclo[3.2.1]octane-2,3,4-triol ClC1=C(C=C(C=C1)[C@]12[C@@H]([C@H]([C@@H]([C@](CO1)(O2)[C@@H](C)O)O)O)O)CC2=CC=C(C=C2)OCC